(3-propylcarboxyl)-triphenylphosphine bromide [Br-].CCCOC(=O)C1=C(C=CC=C1)P(C1=CC=CC=C1)C1=CC=CC=C1